FC1(CCCCC1)C(=O)O fluorocyclohexane-1-carboxylic acid